C(C(C)S)S propane-1,2-dithiol